FC(C1=C2C=CN(C2=CC(=C1)[C@@H](C)N)COCC[Si](C)(C)C)F (1R)-1-[4-(difluoromethyl)-1-(2-trimethylsilylethoxymethyl)indol-6-yl]Ethylamine